4-(4-((1R,5S)-3,8-Diazabicyclo[3.2.1]octan-3-yl)-2-(((S)-1-methylpyrrolidin-2-yl)methoxy-d2)-5,8-dihydropyrido[3,4-d]pyrimidin-7(6H)-yl)-5,6-difluoronaphthalen-2-ol [C@H]12CN(C[C@H](CC1)N2)C=2C1=C(N=C(N2)OC([2H])([2H])[C@H]2N(CCC2)C)CN(CC1)C1=CC(=CC2=CC=C(C(=C12)F)F)O